Tert-butyl (4S)-3,3-difluoro-4-[4-[3-methyl-2-oxo-1-(2-trimethylsilylethoxymethyl)benzimidazol-4-yl]piperazin-1-yl]piperidine-1-carboxylate FC1(CN(CC[C@@H]1N1CCN(CC1)C1=CC=CC=2N(C(N(C21)C)=O)COCC[Si](C)(C)C)C(=O)OC(C)(C)C)F